C(C1=CC=CC=C1)OC(=O)N1C[C@H]2C([C@H]2C1)CCO (1S,5R,6R)-6-(2-Hydroxyethyl)-3-azabicyclo[3.1.0]Hexane-3-Carboxylic acid benzyl ester